tert-butyl ((5-(4-amino-1-(4-bromo-2,6-dichlorophenyl)-6-oxo-1,6-dihydropyrimidine-5-carboxamido)pyridin-3-yl)methyl)(ethyl)carbamate NC=1N=CN(C(C1C(=O)NC=1C=C(C=NC1)CN(C(OC(C)(C)C)=O)CC)=O)C1=C(C=C(C=C1Cl)Br)Cl